C(C(C)C)C1=CC=NC=C1[Ge](C)(C)C 4-isobutyl-5-(trimethylgermyl)pyridine